[1-(2-trimethylsilyl-ethoxymethyl)benzimidazol-5-yl]methanol C[Si](CCOCN1C=NC2=C1C=CC(=C2)CO)(C)C